[Br-].C(C)[P+](C1=CC=C(C=C1)C=C)(C1=CC=CC=C1)C1=CC=CC=C1 ethyldiphenyl-(4-vinylphenyl)phosphonium bromide